NC1=NC=2C=CC(=CC2C2=C1COC2)C(=O)N(CC=2N=NC(=CC2)OCC(F)(F)F)[C@H](C)C2=NC=CC=N2 4-amino-N-((1R)-1-(2-pyrimidinyl)ethyl)-N-((6-(2,2,2-trifluoroethoxy)-3-pyridazinyl)methyl)-1,3-dihydrofuro[3,4-c]quinoline-8-carboxamide